1-{6-acetyl-6-azaspiro[2.5]octane-1-carbonyl}-4-fluoro-N-{phenyl[4-(propan-2-yl)phenyl]methyl}pyrrolidine-2-carboxamide C(C)(=O)N1CCC2(CC2C(=O)N2C(CC(C2)F)C(=O)NC(C2=CC=C(C=C2)C(C)C)C2=CC=CC=C2)CC1